C1(=CC=CC=C1)C(\C=C\C1=CC=CC=C1)C=1C(OC=CC1O)=O (E)-3-(1,3-diphenylallyl)-4-hydroxy-2H-pyran-2-one